Heptan-1,2-diol C(C(CCCCC)O)O